C(C1=CN=CC=C1)(=O)O.C(OCCNC(CN)=O)(OC1=CC=C(C=C1)C=CC1=CC(=CC(=C1)OC)OC)=O (E)-2-(2-aminoacetamido)ethyl (4-(3,5-dimethoxystyryl)phenyl) carbonate Nicotinate